Tert-butyl ((S)-6-((3,4-dichlorophenyl)amino)-6-oxo-5-((S)-2-(4-oxo-4-phenylbutanoyl)-1,2,3,4-tetrahydroisoquinoline-3-carboxamido)hexyl)carbamate ClC=1C=C(C=CC1Cl)NC([C@H](CCCCNC(OC(C)(C)C)=O)NC(=O)[C@H]1N(CC2=CC=CC=C2C1)C(CCC(C1=CC=CC=C1)=O)=O)=O